BrC=1C(=NN2C1COCC2(C)C)C2=CC=C(C=C2)F 3-bromo-2-(4-fluorophenyl)-7,7-dimethyl-6,7-dihydro-4H-pyrazolo[5,1-c][1,4]oxazine